4-piperazin-1-yl-1H-pyrrolo[2,3-b]Pyridine-3-carbonitrile N1(CCNCC1)C1=C2C(=NC=C1)NC=C2C#N